C[Si](C)(C)C#CC=1C=C(C=CC1)N1C(NC(CC1)=O)=O 1-(3-((trimethylsilyl)ethynyl)phenyl)dihydropyrimidine-2,4(1H,3H)-dione